(3-((3-cyclopropyl-1H-pyrazol-1-yl)methyl)-bicyclo[1.1.1]pentan-1-yl)(5-(3,5-difluorophenyl)-4,5-dihydro-1H-pyrazol-1-yl)methanone C1(CC1)C1=NN(C=C1)CC12CC(C1)(C2)C(=O)N2N=CCC2C2=CC(=CC(=C2)F)F